C(#N)CS(=O)(=O)NC1=CC=C(C=C1)C1=NNC(=C1C(=O)N)NC1=CC(=NC=C1)OCCOC 3-(4-((cyanomethyl)sulfonamido)phenyl)-5-((2-(2-methoxyethoxy)pyridin-4-yl)amino)-1H-pyrazole-4-carboxamide